N-[(3S)-9-fluoro-2-oxo-5-phenyl-1,3-dihydro-1,4-benzo-diazepin-3-yl]-6-methyl-2-(6-morpholin-4-yl-pyridin-3-yl)-imidazo[1,2-b]-pyridazine-3-carboxamide FC1=CC=CC=2C(=N[C@@H](C(NC21)=O)NC(=O)C2=C(N=C1N2N=C(C=C1)C)C=1C=NC(=CC1)N1CCOCC1)C1=CC=CC=C1